C=C1C(N(CC1)C(=O)OC(C)(C)C)(C(=O)OCC)CC1OC1 1-(tert-butyl) 2-ethyl 3-methylene-2-(oxirane-2-ylmethyl)pyrrolidine-1,2-dicarboxylate